((1S,6R,7R)-7-(2-fluorophenyl)-3-(3-(8-methylquinolin-6-yl)-1H-pyrazolo[3,4-b]pyrazin-6-yl)-3-azabicyclo[4.1.0]heptan-7-yl)methanamine FC1=C(C=CC=C1)[C@]1([C@@H]2CCN(C[C@H]12)C1=CN=C2C(=N1)NN=C2C=2C=C1C=CC=NC1=C(C2)C)CN